4-(2-Cyclopropylethoxy)-7-isopropyl-11-oxo-2,6,7,11-tetrahydro-1H-furo[2,3-H]pyrido[2,1-a]phthalazine-10-carboxylic acid C1(CC1)CCOC1=CC=2CN(N3C(C2C2=C1OCC2)=CC(C(=C3)C(=O)O)=O)C(C)C